C(C)(C)(C)OC(=O)N1C(CC1)OC=1C=NC(=CC1)Br ((6-bromopyridin-3-yl)oxy)azetidine-1-carboxylic acid tert-butyl ester